2-(4-phenoxypiperidin-1-yl)aniline O(C1=CC=CC=C1)C1CCN(CC1)C1=C(N)C=CC=C1